COC[C@H]1OCCN(C1)C=1C=CC(=NC1)NC=1C=CC(=C2CNC(C12)=O)C1=CN=C2N1C=CC(=N2)C (S)-7-((5-(2-(methoxymeth-yl)morpholino)pyridin-2-yl)amino)-4-(7-methylimidazo[1,2-a]pyrimidin-3-yl)isoindolin-1-one